N-(3-methoxyphenyl)-N-methylisobutyramide COC=1C=C(C=CC1)N(C(C(C)C)=O)C